Racemic-1-benzyl-1-methylindolin-1-ium bromide [Br-].C(C1=CC=CC=C1)[N@+]1(CCC2=CC=CC=C12)C |r|